4-(dimethylamino)phenyl-diazo-naphtholate CN(C1=CC=C(C=C1)C=1C(C(C2=CC=CC=C2C1)[O-])=[N+]=[N-])C